BrC1=C(C2=C(N(C(=N2)C)C)C=C1OC(F)F)NCC1=C(C=C(C=C1)OC)OC 5-bromo-6-(difluoromethoxy)-N-(2,4-dimethoxybenzyl)-1,2-dimethyl-1H-benzo[d]imidazol-4-amine